2,4,6-trimethyl-benzoyl-phenyl-lithium phosphonate P(O)(O)=O.CC1=C(C(=O)C2=C(C=CC=C2)[Li])C(=CC(=C1)C)C